CC(C)(C)OC(=O)N[C@H]1CCOC1=O Boc-L-homoserinelactone